2-(2-methoxyethyl)-1-benzofuran-4-sulfonyl chloride COCCC=1OC=2C(C1)=C(C=CC2)S(=O)(=O)Cl